3-(((3-Chloropyrazin-2-yl)methyl)carbamoyl)azetidine-1-carboxylic acid benzyl ester C(C1=CC=CC=C1)OC(=O)N1CC(C1)C(NCC1=NC=CN=C1Cl)=O